ClC1=C2C(=C(N=N1)C)N(N=C2)CC2=CC=C(C=C2)OC 4-chloro-1-(4-methoxybenzyl)-7-methyl-1H-pyrazolo[3,4-d]pyridazine